N1C[C@@H]([C@@H](C1)OCCCCCC(C(=O)[O-])(CCCCCCCC)CCCCCC)OCCCCCC(C(=O)[O-])(CCCCCCCC)CCCCCC (((3S,4R)-pyrrolidine-3,4-diyl)bis(oxy))bis(pentane-5,1-diyl)bis(2-hexyldecanoate)